5-[3-(3-methylthiophen-2-yl)-1,2,4-oxadiazol-5-yl]-1H-1,2,3-benzotriazol-1-yl-propan-2-ol CC1=C(SC=C1)C1=NOC(=N1)C1=CC2=C(N(N=N2)CC(C)O)C=C1